C(C)(C)(C)OC(=O)N1CCN(CC1)C1=NC=C(C=C1)N1N=C(C=2C1=NC=NC2N)Br 4-(5-(4-amino-3-bromo-1H-pyrazolo[3,4-d]pyrimidin-1-yl)pyridin-2-yl)piperazine-1-carboxylic acid tert-butyl ester